C(C)C=1C=CC(=C(C1)S(=O)(=O)NC1=NOC2=C1C(=CC(=C2)CN2N=CC(=C2)CNC(OC)=O)OC)OCC(=O)NN methyl ((1-((3-((5-ethyl-2-(2-hydrazinyl-2-oxoethoxy)phenyl)sulfonamido)-4-methoxybenzo[d]isoxazol-6-yl)methyl)-1H-pyrazol-4-yl)methyl)carbamate